C1(CCC1)OC1=C(C=CC(=C1F)F)[C@@H]1[C@@H](O[C@]([C@@H]1C)(C(F)(F)F)C)C(=O)NC1=CC(=NC=C1)C(=O)N 4-[[(2R,3R,4R,5R)-3-[2-(Cyclobutoxy)-3,4-difluorophenyl]-4,5-dimethyl-5-(trifluoromethyl)tetrahydrofuran-2-carbonyl]amino]pyridin-2-carboxamid